(1R,5S)-6-benzyl-3,6-diazabicyclo[3.2.2]nonane C(C1=CC=CC=C1)N1[C@@H]2CNC[C@H](C1)CC2